COC(=O)C=1C=CC2=C(N(C(=N2)CC2CCNCC2)C[C@H]2OCC2)C1 (S)-1-(oxetan-2-ylmethyl)-2-(piperidin-4-ylmethyl)-1H-benzo[d]imidazole-6-carboxylic acid methyl ester